O1CCN(CC1)C(C(=O)O)CC=O morpholino-4-oxo-butanoic acid